C[C@@]12[C@H](C[C@@H](CC1)C2(C)C)NCCCCCCCNC=2C=C(C=CC2)C2C(NC(CC2)=O)=O 3-(3-((7-(((1R,2S,4R)-1,7,7-trimethylbicyclo[2.2.1]heptane-2-yl)amino)heptyl)amino)phenyl)piperidine-2,6-dione